undecyl methyl disulfide CSSCCCCCCCCCCC